N1CCCC2=CC=C3C=CC=NC3=C12 1,2,3,4-Tetrahydro-1,10-phenanthroline